1-ethyl-3-propyl-1H-imidazol-3-ium acrylate C(C=C)(=O)[O-].C(C)N1C=[N+](C=C1)CCC